3,4-dihydro-2H-1,2,4-triazol-3-one N=1NC(NC1)=O